(E)-N-(2-(6-methoxy-2-oxo-2,3-dihydro-1,3-benzoxazol-3-yl)ethyl)-3-(3,4-dimethoxyphenyl)acrylamide COC1=CC2=C(N(C(O2)=O)CCNC(\C=C\C2=CC(=C(C=C2)OC)OC)=O)C=C1